4-(4-Cyano-3-(trifluoromethyl)phenyl)-N-(5-(piperidin-4-yloxy)pyridin-2-yl)piperazine-1-carboxamide C(#N)C1=C(C=C(C=C1)N1CCN(CC1)C(=O)NC1=NC=C(C=C1)OC1CCNCC1)C(F)(F)F